FC1(CCN(CC1)C1=NC(=CC(=N1)C1=NN=C(O1)C1=C(C=C(C=C1)NS(=O)(=O)[C@@H](CO)C)N1CCC2(CC2)CC1)C)F (R)-N-(4-(5-(2-(4,4-difluoropiperidin-1-yl)-6-methylpyrimidin-4-yl)-1,3,4-oxadiazol-2-yl)-3-(6-azaspiro[2.5]octane-6-yl)phenyl)-1-hydroxypropane-2-sulfonamide